COC1=CC=2CCN3[C@@H](C2C=C1OCC1=CC=C(C=C1)C(F)(F)F)CC1=C(C3)NC=3C=CC(=CC31)OC (R)-3,12-dimethoxy-2-((4-(trifluoromethyl)benzyl)oxy)-5,6,8,9,14,14a-hexahydroindolo[3',2':4,5]pyrido[2,1-a]isoquinoline